5-chloro-2-(difluoromethyl)-N-((1r,4r)-4-((3-(6-fluoropyridin-3-yl)-2-oxo-2,3-dihydro-1H-benzo[d]imidazol-1-yl)methyl)cyclohexyl)nicotinamide ClC=1C=NC(=C(C(=O)NC2CCC(CC2)CN2C(N(C3=C2C=CC=C3)C=3C=NC(=CC3)F)=O)C1)C(F)F